ClC=1C(=NC2=CC(=C(N=C2C1N[C@H](C)C1=CC(=CC=C1)C(F)F)C=1C=NC(=CC1)P(=O)(C)C)F)C 3-chloro-N-[(1R)-1-[3-(difluoromethyl)phenyl]ethyl]-6-[6-(dimethylphosphoryl)pyridin-3-yl]-7-fluoro-2-methyl-1,5-naphthyridin-4-amine